N-(2-(5-methoxy-1H-indol-3-yl)ethyl)-N-(2-methoxybenzyl)propan-2-amine COC=1C=C2C(=CNC2=CC1)CCN(C(C)C)CC1=C(C=CC=C1)OC